C1=CC=CC=2C3=CC=CC=C3N(C12)C1=CC=C(C=C1)C#CC=1C2=CC=CC=C2C=C2C=CC=CC12 1-(4-(9-carbazolyl)phenyl)-2-(9-anthryl)acetylene